ClC1=C(C(=C(C=C1)C1(CC1)C#N)I)F 1-(4-chloro-3-fluoro-2-iodophenyl)cyclopropane-1-carbonitrile